methyl 2-cyclopropyl-1-methyl-6-oxo-1,6-dihydropyrimidine-5-carboxylate C1(CC1)C=1N(C(C(=CN1)C(=O)OC)=O)C